C1(=CCC(C=C1)(O)O)C1=CC=CC=C1 biphenyl-4,4-diol